Cl.FC(N1N=CC(=C1)C1=CC=C2C(=CC=NC2=C1)OC1=C(C=C(C=C1)NC(=O)C1(CC1)C(=O)NC1=CC=C(C=C1)F)F)F 1-N'-[4-[7-[1-(Difluoromethyl)pyrazol-4-yl]quinolin-4-yl]oxy-3-fluorophenyl]-1-N-(4-fluorophenyl)cyclopropane-1,1-dicarboxamide hydrochloride